ClC=1C=CC(=C(C1)[C@]12[C@H](C=3N(C(NC3CCC(=O)O)=S)C1)C2)F 3-((5aS,6aR)-5a-(5-chloro-2-fluorophenyl)-3-thioxo-2,3,5,5a,6,6a-hexahydrocyclopropa[3,4]pyrrolo[1,2-c]imidazol-1-yl)propanoic acid